C(CCC)OCOCC 2-(butoxymethoxy)ethane